C(C)(C)(C)OC(=O)NC(C(=O)O)(C(F)(F)F)C 2-(tert-Butoxy-carbonylamino)-3,3,3-trifluoro-2-methyl-propionic acid